7-(3-cyanophenyl)-3-(2-methoxyethyl)-1-((3-(trifluoromethyl)phenyl)sulfonyl)-2,3-dihydroquinazolin-4(1H)-one C(#N)C=1C=C(C=CC1)C1=CC=C2C(N(CN(C2=C1)S(=O)(=O)C1=CC(=CC=C1)C(F)(F)F)CCOC)=O